CS(=N)C1=CC=C(C=C1)Cl methyl-p-chlorophenyl-sulfimide